NC1=NN(C(=C1)Br)C1=CC=C(C=C1)C(=O)N1CCCC1 (4-(3-amino-5-bromo-1H-pyrazol-1-yl)phenyl)-(pyrrolidin-1-yl)methanone